6-[[3-methyl-5-(trifluoromethyl)pyrazol-1-yl]methyl]-2-azaspiro[3.3]heptane-2-carboxylic acid tert-butyl ester C(C)(C)(C)OC(=O)N1CC2(C1)CC(C2)CN2N=C(C=C2C(F)(F)F)C